4-(3-formylphenyl)-2,3-dimethyl-1H-indole-7-carboxamide C(=O)C=1C=C(C=CC1)C1=C2C(=C(NC2=C(C=C1)C(=O)N)C)C